ClC=1C(=C(NC=2C3=C(N=CN2)C=CC(=N3)[C@H]3CN(CCC3)C(=O)OC(C)(C)C)C=CC1F)F tert-butyl (R)-3-[4-(3-chloro-2,4-difluoro-anilino)pyrido[3,2-d]pyrimidin-6-yl]piperidine-1-carboxylate